NC1=CC=2N(C=C1C(=O)OCC)N=C(C2)C2CCNCC2 ethyl 5-amino-2-(4-piperidyl)pyrazolo[1,5-a]pyridine-6-carboxylate